C(CCC)C(CO)CCCCCCCC 2-butyl-1-decanol